(6-fluoro-5-isopropylpyridin-2-yl)methanaminium chloride [Cl-].FC1=C(C=CC(=N1)C[NH3+])C(C)C